N-[2-(Naphthalene-1-yl)Acetyl]Cysteine C1(=CC=CC2=CC=CC=C12)CC(=O)N[C@@H](CS)C(=O)O